CCCCCCCCCCCCCCCCCCCCCC(=O)OCC(COC(=O)CCCCCCCCCCCCCCCCCCCCC)OC(=O)CCCCCCCCCCCCCCCCCCCCC glyceryl tribehenate